N-((9-ethyl-3-(trifluoromethyl)-2,3,4,9-tetrahydro-1H-carbazol-6-yl)methyl)-1-methyl-1H-benzo[d]imidazol-2-amine C(C)N1C2=CC=C(C=C2C=2CC(CCC12)C(F)(F)F)CNC1=NC2=C(N1C)C=CC=C2